Cl.C(C)C=1C(N(N=C(C1)C1CNCCC1)CC1=CC=C(C=C1)OC)=O 4-ethyl-2-(4-methoxybenzyl)-6-(piperidin-3-yl)pyridazin-3(2H)-one hydrochloride